O=C[C@H](O)[C@@H](O)[C@H](O)[C@H](O)CO (-)-glucose